FC1=C(C(=C(N)C(=C1)C)C)OC 4-fluoro-3-methoxy-2,6-dimethyl-aniline